tert-butyl N-[[4-chloro-5-(2,2,2-trifluoroethyl)-8-vinyl-pyrimido[5,4-b]indol-2-yl]methyl]carbamate ClC1=NC(=NC2=C1N(C=1C=CC(=CC21)C=C)CC(F)(F)F)CNC(OC(C)(C)C)=O